N1=CC(=CC=C1)C1(CC1)NCCC(=O)N1CC2CCC(C1)N2C2=NC=C(C#N)C=C2 6-(3-(3-((1-(pyridin-3-yl)cyclopropyl)amino)propanoyl)-3,8-diazabicyclo[3.2.1]octan-8-yl)nicotinonitrile